NC1=CC(=CC(=C1)S(=O)(=O)C)N 1,3-diamino-5-(methylsulfonyl)benzene